4-(3-(piperidin-1-yl)propoxy)benzoic acid hydrochloride Cl.N1(CCCCC1)CCCOC1=CC=C(C(=O)O)C=C1